FC1=C(CCCC1)F difluorocyclohexen